(S)-2-ethyl-1-(isopropyl)piperazine trifluoroacetate FC(C(=O)O)(F)F.C(C)[C@@H]1N(CCNC1)C(C)C